(8S,11R,13S,14S,17S)-11-(4-cyclopropylphenyl)-17-(1,1-difluoroprop-2-yn-1-yl)-3-(2-hydroxyethoxy)-13-methyl-7,8,9,11,12,13,14,15,16,17-decahydro-6H-cyclopenta[a]phenanthren-17-ol C1(CC1)C1=CC=C(C=C1)[C@@H]1C[C@@]2([C@](CC[C@H]2[C@@H]2CCC=3C=C(C=CC3C12)OCCO)(O)C(C#C)(F)F)C